Cl.BrC1=CC2=CN(N=C2C=C1OC)C1C(CNCC1)(F)F 5-bromo-2-(3,3-difluoropiperidin-4-yl)-6-methoxy-2H-indazole hydrochloride